3-PHENYLPROPAN-1-OL C1(=CC=CC=C1)CCCO